(1S,4s)-4-(2-((1R,3S)-3-hydroxycycloheptylamino)-8-(2,4,6-trichlorophenylamino)-9H-purin-9-yl)cyclohexanecarboxamide O[C@@H]1C[C@@H](CCCC1)NC1=NC=C2N=C(N(C2=N1)C1CCC(CC1)C(=O)N)NC1=C(C=C(C=C1Cl)Cl)Cl